5-Amino-1-(1,1-difluoropropan-2-yl)-3-[4-(4,4,5,5-tetramethyl-1,3,2-dioxaborolan-2-yl)phenyl]pyrazole-4-carbonitrile NC1=C(C(=NN1C(C(F)F)C)C1=CC=C(C=C1)B1OC(C(O1)(C)C)(C)C)C#N